4-(2-pyridyl)-benzamide N1=C(C=CC=C1)C1=CC=C(C(=O)N)C=C1